Cl.CC1=CC(=NN1C(C)C)NC(=O)C1CNC1 N-[5-methyl-1-(propane-2-yl)-1H-pyrazol-3-yl]azetidine-3-carboxamide hydrochloride